(S)-4-(7-chloro-3-((4-(2-methoxyacetyl)morpholin-2-yl)methyl)-imidazo[1,2-a]pyridin-2-yl)-3-fluoro-N-methylbenzamide ClC1=CC=2N(C=C1)C(=C(N2)C2=C(C=C(C(=O)NC)C=C2)F)C[C@H]2CN(CCO2)C(COC)=O